COC(=O)C1=CN(C(=C(C1=O)Br)CC)C 5-bromo-6-ethyl-1-methyl-4-oxo-1,4-dihydropyridine-3-carboxylic acid methyl ester